ClC=1C=NC(=NC1)N1CCC(CC1)CCCOC1=CC(=C(C=C1)CC(=O)N1CCN(CC1)C(CCCCS(=O)(=O)O)=O)F 5-(4-(2-(4-(3-(1-(5-chloropyrimidin-2-yl)piperidin-4-yl)propoxy)-2-fluorophenyl)acetyl)piperazin-1-yl)-5-oxopentane-1-sulfonic acid